2-(2,3-difluorophenyl)-5-(1H-pyrrolo[2,3-b]pyridin-4-yl)-1-{[2-(trimethylsilyl)ethoxy]methyl}-1H-pyrrole-3-carboxamide FC1=C(C=CC=C1F)C=1N(C(=CC1C(=O)N)C1=C2C(=NC=C1)NC=C2)COCC[Si](C)(C)C